N1(C=NC=C1)CCCNCC=1C=CC=2N(C3=CC=CC=C3C2C1)C(C)C 3-(1H-imidazol-1-yl)-N-((9-isopropyl-9H-carbazol-3-yl)methyl)propylamine